magnesium 2-(oct-3-yl)-2-octylmalonate CCC(CCCCC)C(C(=O)[O-])(C(=O)[O-])CCCCCCCC.[Mg+2]